Benzyl-(6-amino)hexane hydrochloride Cl.C(C1=CC=CC=C1)CCCCCCN